2-(4-tert-butylbenzyl)propionaldehyde C(C)(C)(C)C1=CC=C(CC(C=O)C)C=C1